6-chloro-1-(cyclopentylmethyl)-7-fluoro-2-[4-(trifluoromethyl)pyrimidin-2-yl]-2,3,4,9-tetrahydro-1H-pyrido[3,4-b]indole ClC=1C=C2C3=C(NC2=CC1F)C(N(CC3)C3=NC=CC(=N3)C(F)(F)F)CC3CCCC3